(1S,3R,5R)-N-(2-fluoro-5-(1-methyl-1H-1,2,4-triazol-3-yl)-4-(trifluoromethyl)phenyl)-3-methyl-1-(5-methyl-1,3,4-oxadiazol-2-yl)-8-azabicyclo[3.2.1]octane-8-carboxamide FC1=C(C=C(C(=C1)C(F)(F)F)C1=NN(C=N1)C)NC(=O)N1[C@@]2(C[C@@H](C[C@H]1CC2)C)C=2OC(=NN2)C